4-(tert-butyl)-2,6-dimethyl-N-phenylaniline C(C)(C)(C)C1=CC(=C(NC2=CC=CC=C2)C(=C1)C)C